1-(cyclopropylmethyl)imidazole-4-sulfonyl chloride C1(CC1)CN1C=NC(=C1)S(=O)(=O)Cl